ClC=1C(=C2CC(CC2=CC1)NC1=CC=C(C=N1)C(C(F)(F)F)N1C(N(CCC1)C1CCS(CC1)(=O)=O)=O)F 1-(1-(6-((5-Chloro-4-fluoro-2,3-dihydro-1H-inden-2-yl)amino)pyridin-3-yl)-2,2,2-trifluoroethyl)-3-(1,1-dioxidotetrahydro-2H-thiopyran-4-yl)tetrahydropyrimidin-2(1H)-one